4-[6-(4-fluorophenyl)-2,6-diazaspiro[3.5]nonan-2-yl]-1-methyl-2-oxo-1,2-dihydro-quinoline-3-carbonitrile FC1=CC=C(C=C1)N1CC2(CN(C2)C2=C(C(N(C3=CC=CC=C23)C)=O)C#N)CCC1